OCC1=C(C=C(C=C1)CC(=O)N)[N+](=O)[O-] 4-(hydroxymethyl)-3-nitrophenylacetamide